ClC=1C=CC(=C(C1)C1=CC(=NC=C1C(=O)NC=1SC=2C(=NC=CN2)N1)N1C(C=C(C=C1)C)=O)OC 4'-(5-chloro-2-methoxyphenyl)-4-methyl-2-oxo-N-(thiazolo[4,5-b]pyrazin-2-yl)-2H-[1,2'-bipyridine]-5'-carboxamide